C1OCC2=C1C=CC(=C2)CS(=O)(=O)NC2=C(C=CC=C2)N2CCC(CC2)(C)COC 1-(1,3-dihydro-2-benzofuran-5-yl)-N-{2-[4-(methoxymethyl)-4-methylpiperidin-1-yl]phenyl}methanesulfonamide